BrC=1C(=C(OC2C[C@H]3CC(C[C@H]3C2)CCCO)C=CC1)C 3-((2s,3aR,5s,6aS)-5-(3-bromo-2-methylphenoxy)octahydropentalen-2-yl)propan-1-ol